ethyl 2-(3-(3-(3-((tert-butyldimethylsilyl)oxy)propoxy)propoxy)isoxazol-5-yl)-3-methylbutanoate [Si](C)(C)(C(C)(C)C)OCCCOCCCOC1=NOC(=C1)C(C(=O)OCC)C(C)C